tert-butyl (3-((3-((4R,Z)-9-amino-4-((4-hydroxybenzyl)carbamoyl)-2,11,16-trioxo-1-phenyl-3,8,10,12,15-pentaazaoctadec-9-en-1-yl)phenyl)amino)propyl)carbamate N/C(/NCCC[C@@H](NC(C(C1=CC=CC=C1)C=1C=C(C=CC1)NCCCNC(OC(C)(C)C)=O)=O)C(NCC1=CC=C(C=C1)O)=O)=N/C(NCCNC(CC)=O)=O